FC1=C(C=CC=C1[N+](=O)[O-])CNC 1-(2-Fluoro-3-nitrophenyl)-N-methylmethanamine